C(C1=CC=CC=C1)C=1N=NSC1C(=O)NC1=CC=C(C=C1)C(C)(C)C 4-benzyl-N-(4-tert-butylphenyl)-1,2,3-thiadiazole-5-carboxamide